6-methyl-4-(3-methyl-1-((4-(piperidin-1-yl)bicyclo[2.2.2]octan-1-yl)methyl)-6,7-dihydro-1H-pyrazolo[4,3-c]pyridin-5(4H)-yl)-1H-pyrazolo[3,4-d]pyrimidine CC1=NC(=C2C(=N1)NN=C2)N2CC1=C(CC2)N(N=C1C)CC12CCC(CC1)(CC2)N2CCCCC2